N[C@@H]([C@H](O)C1=CC=CC=C1)CO (1R,2R)-2-amino-1-phenylpropane-1,3-diol